TRIETHOXY(ISOBUTYL)SILANE C(C)O[Si](CC(C)C)(OCC)OCC